3-(6-methylpyridin-2-yl)-1H-indole-5-carbonitrile CC1=CC=CC(=N1)C1=CNC2=CC=C(C=C12)C#N